C(C1=CC=CC=C1)OC1=C(C=C2C(=NC=NC2=C1)OC1=CC(=C(C=C1)NC(=O)NC1=CC=NN1C1CCCC1)Cl)OC 1-(4-((7-(benzyloxy)-6-methoxyquinazolin-4-yl)oxy)-2-chlorophenyl)-3-(1-cyclopentyl-1H-pyrazol-5-yl)urea